(+/-)-trans-3,10,13,19-tetraazatricyclo[13.3.1.04,9]nonadeca-1(19),15,17-triene-3,10,13-triacetic acid C1=2CN([C@@H]3CCCC[C@H]3N(CCN(CC(=CC=C1)N2)CC(=O)O)CC(=O)O)CC(=O)O |r|